C[C@H]1CC[C@H](CN1C(CC=1C=C(C=CC1)C)=O)C(=O)OC methyl (3R,6S)-6-methyl-1-(2-(m-tolyl)acetyl)piperidine-3-carboxylate